xylyl-methyl mercaptan C1(=C(C(=CC=C1)C)C)CS